5,6-diketodimethyl-1,10-phenanthroline O=C1C=2C=C(C(=NC2C2=NC=CC=C2C1=O)C)C